C1(CC1)C(=O)N1CC(CC1)C=1C2=C(N=C(N1)N1CCOCC1)N(CC2)C2=CC=CC=C2 cyclopropyl-(3-(2-morpholino-7-phenyl-6,7-dihydro-5H-pyrrolo[2,3-d]pyrimidin-4-yl)pyrrolidin-1-yl)methanone